F[C@H]1C[C@@H](N(C1)[C@H]1CN(CC1)C)C(=O)NC=1C=CC=C2C(=CNC12)C1=NC(=NC=C1)NC=1C(=NN(C1)C)OC (2R,3'R,4S)-4-Fluoro-N-(3-(2-((3-methoxy-1-methyl-1H-pyrazol-4-yl)amino)pyrimidine-4-yl)-1H-indol-7-yl)-1'-methyl-[1,3'-bipyrrolidine]-2-carboxamide